terbium (III) oleate C(CCCCCCC\C=C/CCCCCCCC)(=O)[O-].[Tb+3].C(CCCCCCC\C=C/CCCCCCCC)(=O)[O-].C(CCCCCCC\C=C/CCCCCCCC)(=O)[O-]